FC(C1=CC(=NC=C1)O[C@@H]1C(CN(C1)C=1C=2N(N=C(C1)C=1C(NC(NC1)=O)=O)C=CN2)(F)F)F (S)-5-(8-(4-((4-(difluoromethyl)pyridin-2-yl)oxy)-3,3-difluoropyrrolidin-1-yl)imidazo[1,2-b]pyridazin-6-yl)pyrimidine-2,4(1H,3H)-dione